Nε-carboxycarbonyl-L-lysine C(=O)(O)C(=O)NCCCC[C@H](N)C(=O)O